FC1=C(C(=CC=C1)C)C1=CC(=C2C=C(N=CC2=C1)N)N1C[C@H](CCC1)NC 7-(2-fluoro-6-methyl-phenyl)-5-[(3S)-3-(methylamino)-1-piperidyl]isoquinolin-3-amine